N(=[N+]=[N-])CCOC1=C(C=CC=C1)N1NC(=NN=C1)C 2-(2-(2-azidoethoxy)phenyl)-6-methyl-1,2,4,5-tetrazine